tert-butyl ((3R,5R)-1-(3-(2-((tert-butyldiphenylsilyl)oxy)ethyl)-2-(1-(cyclopropylmethyl)-1H-indol-2-yl)-4-methoxybenzofuran-6-carbonyl)-5-fluoropiperidin-3-yl)carbamate [Si](C1=CC=CC=C1)(C1=CC=CC=C1)(C(C)(C)C)OCCC1=C(OC2=C1C(=CC(=C2)C(=O)N2C[C@@H](C[C@H](C2)F)NC(OC(C)(C)C)=O)OC)C=2N(C1=CC=CC=C1C2)CC2CC2